(S)-8-((5-bromopentyl)oxy)-7-methoxy-5-oxo-2-(4-(piperazin-1-yl)phenyl)-11,11a-dihydro-1H-benzo[e]pyrrolo[1,2-a][1,4]diazepine-10(5H)-carboxylic acid allyl ester C(C=C)OC(=O)N1C[C@H]2N(C(C3=C1C=C(C(=C3)OC)OCCCCCBr)=O)C=C(C2)C2=CC=C(C=C2)N2CCNCC2